ClC1=C(C=C(C=C1)C(=O)N1C(C=2N(CC1)C(=NN2)C2=NC(=NS2)C)C)F (4-chloro-3-fluorophenyl)(8-methyl-3-(3-methyl-1,2,4-thiadiazol-5-yl)-5,6-dihydro-[1,2,4]triazolo[4,3-a]pyrazin-7(8H)-yl)methanone